N-(2-methoxy-4-(1-methyl-1H-pyrazol-4-yl)phenyl)-8-(piperidin-1-yl)pyrido[3,4-d]pyrimidin-2-amine COC1=C(C=CC(=C1)C=1C=NN(C1)C)NC=1N=CC2=C(N1)C(=NC=C2)N2CCCCC2